(5aR,5bS,7aS,8S,10aS,10bR)-2-((4-fluorophenyl)amino)-5a,7a-dimethyl-5,5a,5b,6,7,7a,8,9,10,10a,10b,11-dodecahydro-4H-cyclopenta[7,8]phenanthro[2,1-d]thiazol-8-yl propionate C(CC)(=O)O[C@H]1CC[C@@H]2[C@@]1(CC[C@@H]1[C@]3(CCC=4N=C(SC4C3=CC[C@@H]21)NC2=CC=C(C=C2)F)C)C